C(CCCCC)NCCCCN N-hexylbutane-1,4-diamine